tert-butyl (6S,7S)-7-amino-6-(3-bromo-2-fluorobenzyl)-5-azaspiro[2.4]heptane-5-carboxylate N[C@@H]1[C@@H](N(CC12CC2)C(=O)OC(C)(C)C)CC2=C(C(=CC=C2)Br)F